C(=O)C1=CC=2C=NC(=CC2N1)CNC(=O)C=1N=C2N(C(C1)=O)C=CC=C2 N-({2-formyl-1H-pyrrolo[3,2-c]pyridin-6-yl}methyl)-4-oxo-4H-pyrido[1,2-a]pyrimidine-2-carboxamide